4'-((5-chloro-2-((2-methoxy-4-((4-methylpiperazin-1-yl)methyl)phenyl)amino)pyrimidin-4-yl)Oxy)-2'-methylspiro[cyclopropane-1,1'-isoindoline]-3'-one ClC=1C(=NC(=NC1)NC1=C(C=C(C=C1)CN1CCN(CC1)C)OC)OC1=C2C(N(C3(C2=CC=C1)CC3)C)=O